trichloromethyl-triazine, iodonium salt [IH2+].ClC(Cl)(Cl)C1=NN=NC=C1